[Na+].[Na+].O[B-]1(CCC=2C=CC(=C(C2O1)C(=O)O)OC1CN(C1)C([C@H](N)CC1=CC=CC=C1)=O)O.O[B-]1(CCC=2C=CC(=C(C2O1)C(=O)O)OC1CN(C1)C([C@H](N)CC1=CC=CC=C1)=O)O 4,4-dihydroxy-8-[(1-D-phenylalanylazetidin-3-yl)oxy]-5-oxa-4-boranuidabicyclo[4.4.0]deca-1(6),7,9-triene-7-carboxylic acid disodium salt